(1S,3aR,6aS)-N-((S)-4-hydroxy-3-oxo-1-((R)-2-oxopyrrolidin-3-yl)butan-2-yl)-2-(4-methoxy-1H-indole-2-carbonyl)octahydrocyclopenta[c]pyrrole-1-carboxamide OCC([C@H](C[C@@H]1C(NCC1)=O)NC(=O)[C@H]1N(C[C@H]2[C@@H]1CCC2)C(=O)C=2NC1=CC=CC(=C1C2)OC)=O